C(CCCC)(N)N.C(CCCCCCCCCCC(=O)O)(=O)O dodecanedioic acid pentanediamine salt